3-[4-(2-bromoethoxy)phenyl]-3-methanesulfonyloxetane BrCCOC1=CC=C(C=C1)C1(COC1)S(=O)(=O)C